BrC1=CC=C(C=C1)C(CC)N1CCN(CC1)CC=1C=C(C=CC1C(F)(F)F)N(CCN(C)C)C N1-(3-((4-(1-(4-bromophenyl)propyl)piperazin-1-yl)methyl)-4-(trifluoromethyl)phenyl)-N1,N2,N2-trimethylethan-1,2-diamine